azide sodium salt [Na+].[N-]=[N+]=[N-]